3-(4-(1-benzyl-5-(methoxymethyl)-1H-1,2,4-triazol-3-yl)piperazin-1-yl)-6-(1-methyl-1H-pyrazol-4-yl)pyrazolo[1,5-a]pyridine C(C1=CC=CC=C1)N1N=C(N=C1COC)N1CCN(CC1)C=1C=NN2C1C=CC(=C2)C=2C=NN(C2)C